Ethyl-3,5-dibromo-1-[2-(1-hydroxycyclopropyl)ethyl]pyrazole tris(isopropylphenyl)phosphate C(C)(C)C1=C(C=CC=C1)OP(=O)(OC1=C(C=CC=C1)C(C)C)OC1=C(C=CC=C1)C(C)C.C(C)C=1C(=NN(C1Br)CCC1(CC1)O)Br